2,5-dimethylpiperidinyltrimethylsilane CC1N(CC(CC1)C)[Si](C)(C)C